C1(=CC=CC=C1)C1CCC2=NNC(N21)=O 5-phenyl-2,5,6,7-tetrahydropyrrolo[2,1-c][1,2,4]triazol-3-one